FC(C=1SC(=CN1)C(=O)NC=1SC2=C(N1)C=CC(=C2)C(F)(F)F)(F)F 2-(trifluoromethyl)-N-(6-(trifluoromethyl)benzo[d]thiazol-2-yl)thiazole-5-carboxamide